(S)-1-((6-cyano-5-(trifluoromethyl)pyridin-3-yl)amino)-3-(4-cyanophenoxy)-2-methyl-1-oxopropane-2-ylcyclopentanecarboxylate C(#N)C1=C(C=C(C=N1)NC([C@@](COC1=CC=C(C=C1)C#N)(C)OC(=O)C1CCCC1)=O)C(F)(F)F